CN(C(CCCCCCCCC)=O)C N,N-dimethyl-n-decanamide